(4-(3-(2-chloro-10H-phenothiazin-10-yl)propyl)piperazin-1-yl)ethanol ClC1=CC=2N(C3=CC=CC=C3SC2C=C1)CCCN1CCN(CC1)C(C)O